FC=1C=C(CC=2C=C3C(=NNC3=CC2)NC(C2=C(C=C(C=C2)N2CCC(CC2)N(C)CC2=C(C=CC=C2)C2C(NC(CC2)=O)=O)NC2CCOCC2)=O)C=C(C1)F N-(5-(3,5-difluorobenzyl)-1H-indazol-3-yl)-4-(4-((2-(2,6-dioxopiperidin-3-yl)benzyl)(methyl)amino)piperidin-1-yl)-2-((tetrahydro-2H-pyran-4-yl)amino)benzamide